OC1=C(C=CC(=C1)OC(C(=C)C)=O)N1N=C2C(=N1)C=CC=C2 2-(2-hydroxy-4-methacryloxyphenyl)benzotriazole